4-(3-(cyclopropylmethoxy)-4-(difluoromethoxy)phenyl)-N-((4-(2-hydroxypropan-2-yl)pyridin-2-yl)methyl)-1-(methylsulfonyl)pyrrolidine-2-carboxamide C1(CC1)COC=1C=C(C=CC1OC(F)F)C1CC(N(C1)S(=O)(=O)C)C(=O)NCC1=NC=CC(=C1)C(C)(C)O